1-(2-chloro-5-fluoro-4-nitrophenyl)ethanol methyl-3-[[5-[3-[3-[tert-butyl(dimethyl)silyl]oxypropyl]benzothiophen-2-yl]-2,4-difluoro-phenyl]sulfamoyl]-5-chloro-4-methoxybenzoate CC1=C(C(=O)OC(C)C2=C(C=C(C(=C2)F)[N+](=O)[O-])Cl)C=C(C(=C1S(NC1=C(C=C(C(=C1)C=1SC2=C(C1CCCO[Si](C)(C)C(C)(C)C)C=CC=C2)F)F)(=O)=O)OC)Cl